tert-Butyl 4-(5-(4-amino-2-fluorophenoxy)-1-methyl-1H-indazol-6-yl)-1H-pyrazole-1-carboxylate NC1=CC(=C(OC=2C=C3C=NN(C3=CC2C=2C=NN(C2)C(=O)OC(C)(C)C)C)C=C1)F